(3R,4S)-4-((4-chlorophenyl)sulfonyl)-3-(hydroxymethyl)pyrrolidin-3-ol hydrochloride Cl.ClC1=CC=C(C=C1)S(=O)(=O)[C@@H]1[C@](CNC1)(O)CO